CC=1OC=CC=NC1 (R)-2-methyl-1,4-oxaazepine